[H-].[Na+].FC(C=1C=C2CC[C@@]3(C2=CC1)N=C1N(C=C(C=C1O)C(F)(F)F)C3)(F)F (S)-5',6-bis(trifluoromethyl)-2',3'-dihydro-3H-spiro[imidazo[1,2-a]pyridine-2,1'-inden]-8-ol Sodium hydride